COC(=O)C1=NC(=C(C(=C1Cl)N)F)C1=CC(=C(C=C1)C#C)F 4-amino-3-chloro-6-(4-ethynyl-3-fluorophenyl)-5-fluoro-pyridine-2-carboxylic acid methyl ester